4-methyl-3,4-dihydro-2H-pyrido[3,2-b][1,4]oxazine-7-carboxylic acid CN1C2=C(OCC1)C=C(C=N2)C(=O)O